C[C@@H]1[C@H](CC[C@H](O1)OP(=O)(O)OP(=O)(O)OC[C@@H]2[C@H](C[C@@H](O2)N3C=C(C(=O)NC3=O)C)O)NC The molecule is a pyrimidine nucleotide-sugar having thymine as the nucleobase and 4-(methylamino)-2,3,4,6-tetradeoxy-alpha-D-glucose as the sugar component. It has a role as a bacterial metabolite. It is a conjugate acid of a dTDP-4-(methylammonio)-2,3,4,6-tetradeoxy-alpha-D-glucose(1-).